C1(=CC=CC=C1)P(C1=CC=CC=C1)CCCC diphenylphosphinobutan